methyl 6-chloro-3-{[(1R)-1-{9-methyl-5-phenyl-[1,2,4]triazolo[4,3-c]quinazolin-7-yl}ethyl]amino}pyridine-2-carboxylate ClC1=CC=C(C(=N1)C(=O)OC)N[C@H](C)C1=CC(=CC=2C=3N(C(=NC12)C1=CC=CC=C1)C=NN3)C